eicosane-9,11-diol CCCCCCCCC(CC(CCCCCCCCC)O)O